Cl.OCCN (hydroxymethyl-aminomethane) hydrochloride